1,1,1,3,3,3-Hexafluoropropan-2-yl (±)-1-(2-(trifluoromethyl)-5,6,7,8-tetrahydropyrido[3,4-d]pyrimidin-7-carbonyl)-6-azaspiro[2.5]octan-6-carboxylat FC(C=1N=CC2=C(N1)CN(CC2)C(=O)[C@@H]2CC21CCN(CC1)C(=O)OC(C(F)(F)F)C(F)(F)F)(F)F |r|